3-amino-5-fluoro-N-[2-[2-(2-hydroxyethoxy)ethoxy]ethyl]benzenesulfonamide NC=1C=C(C=C(C1)F)S(=O)(=O)NCCOCCOCCO